CC(C)CC(C)(C#N)N=NC(C)(CC(C)C)C#N 2,2'-azobis(2,4-dimethyl)-valeronitrile